Cl.C(C)(=O)C1=C(C2=C(N=C(N=C2)NC2=NC=C(C=C2)N2CCNCC2)N(C1=O)C1CCCC1)C 6-acetyl-8-cyclopentyl-5-methyl-2-(5-(piperazin-1-yl)pyridin-2-ylamino)pyrido[2,3-d]pyrimidin-7(8H)-one hydrochloride